COC=1C=CC=C2C(OC(=O)C12)\C=C/C(C)C (Z)-7-methoxy-3-(3-methylbutenyl)phthalide